C(C1=CC=CC=C1)OC1=NC(=CC=C1C1=NN(C2=C(C=CC=C12)N1CCC(CC1)C(C)N1CCN(CC1)C(=O)OC(C)(C)C)C)OCC1=CC=CC=C1 tert-butyl 4-(1-(1-(3-(2,6-bis(benzyloxy)pyridin-3-yl)-1-methyl-1H-indazol-7-yl)piperidin-4-yl)ethyl)piperazine-1-carboxylate